5-chloro-tryptamine ClC1=CC=C2NC=C(CCN)C2=C1